S(=O)(=O)([O-])F FLUOROSULFATE